2,2-dimethylpropyl 2-[[2-[5-(1-methyl-1,2,4-triazol-3-yl)pyridazin-1-ium-1-yl]acetyl]amino]ethanesulfonate bromide [Br-].CN1N=C(N=C1)C=1C=CN=[N+](C1)CC(=O)NCCS(=O)(=O)OCC(C)(C)C